[Si](C)(C)(C(C)(C)C)C1=C(C=CC(=C1)NC=1N=CC2=CC=NC(=C2C1)C=1C(=C2C=NN(C2=CC1)CC(C(F)(F)F)(C(F)(F)F)O)C)S(=O)(NCC)=N (tert-butyldimethylsilyl)-N-ethyl-4-((5-(4-methyl-1-(3,3,3-trifluoro-2-hydroxy-2-(trifluoromethyl)propyl)-1H-indazol-5-yl)-2,6-naphthyridin-3-yl)amino)benzenesulfonimidamide